FC(C(=O)N1CCC2=CC=CC=C12)(F)F 2,2,2-Trifluoro-1-(indolin-1-yl)ethan-1-one